C1(=CC=CC=C1)[C@H](C)NC(=O)NC=1C=2N=CN([C@H]3[C@H](O)[C@H](O)[C@@H](CO)O3)C2N=CN1 N6-((S)-α-phenylethylcarbamoyl)-adenosine